glycidyl isooctanoate C(CCCCC(C)C)(=O)OCC1CO1